2-fluoro-N,N-bis(methyl-d3)benzamide FC1=C(C(=O)N(C([2H])([2H])[2H])C([2H])([2H])[2H])C=CC=C1